C(C=C)OC1=CC=C(C(=C1C1CC2=NN=C(N2C1)[C@H]1CN(CC1)C(C)C)Cl)Cl 6-(6-(allyloxy)-2,3-dichlorophenyl)-3-((R)-1-isopropylpyrrolidin-3-yl)-6,7-dihydro-5H-pyrrolo[2,1-c][1,2,4]triazole